N-((2S,4R)-2-(2,5-Difluorophenyl)-1-((R)-10-((6-fluoro-4-oxoquinazolin-3(4H)-yl)methyl)-7-azaspiro[4.5]decane-7-carbonyl)piperidin-4-yl)acetamide FC1=C(C=C(C=C1)F)[C@H]1N(CC[C@H](C1)NC(C)=O)C(=O)N1CC2(CCCC2)[C@@H](CC1)CN1C=NC2=CC=C(C=C2C1=O)F